(E)-5'-methyl-5-(6-fluoropyridin-3-yl)-3-styryl-2,3':6',3''-terpyridin CC=1C=C(C=NC1C=1C=NC=CC1)C1=NC=C(C=C1\C=C\C1=CC=CC=C1)C=1C=NC(=CC1)F